Guaia-1(10),11-dien-15,2-olide CC1C2CCC(=C)C3CC(C(=C3C2)C)OC1=O